C(#N)N(C=1SC(=C(N1)C(=O)N)C)C1=CC(=NC(=C1)F)F 2-[cyano-(2,6-difluoro-4-pyridinyl)amino]-5-methyl-thiazole-4-carboxamide